CC1=CC=C(C=C1)C1=CN=C(O1)CSC=1C2=C(N=CN1)SC=C2 5-(4-methylphenyl)-2-({thieno[2,3-d]pyrimidin-4-ylsulfanyl}methyl)-1,3-oxazole